C(C)N(C([O-])=O)CC N,N-diethylcarbamate